4-(piperidin-1-yl)but-2-en-1-one tert-Butyl-(2R,5S)-2,5-dimethyl-4-(5-methyl-7-(4-(trifluoromethyl)pyridin-2-yl)-7H-pyrrolo[2,3-d]pyrimidin-4-yl)piperazine-1-carboxylate C(C)(C)(C)OC(=O)N1[C@@H](CN([C@H](C1)C)C=1C2=C(N=CN1)N(C=C2C)C2=NC=CC(=C2)C(F)(F)F)C.N2(CCCCC2)CC=CC=O